C(C=C)(=O)N1C[C@@H](N([C@@H](C1)C)S(=O)(=O)C)C1=CC(=NC(=C1)Cl)C1=CC(=NC=N1)C(=O)NC 6-(4-((2S,6R)-4-acryloyl-6-methyl-1-(methylsulfonyl)piperazin-2-yl)-6-chloropyridin-2-yl)-N-methylpyrimidine-4-carboxamide